C(C)(C)(C)N1N=C(C(=C1Cl)C=O)C 1-TERT-BUTYL-5-CHLORO-3-METHYL-1H-PYRAZOLE-4-CARBALDEHYDE